ClC=1C=C(SC1COC1=NC(=CC=C1)C1CCNCC1)C(C)=O 1-(4-chloro-5-(((6-(piperidin-4-yl)pyridin-2-yl)oxy)methyl)thiophen-2-yl)ethan-1-one